OCCN1CCN(CC1)CCS(=O)(=O)O 4-(2-hydroxyethyl)piperazine-1-ethane-sulfonic acid